(2,6-dimethoxy-4-(2-nitrovinyl)phenyl)(pentyl)sulfane COC1=C(C(=CC(=C1)C=C[N+](=O)[O-])OC)SCCCCC